S(=O)(=O)(O)[O-].[NH4+] ammonium hydrogensulfate